C(#N)C(C1C=C(CC(C1)(C)C)/C=C/C1=CC(=C(C=C1)OC(C1=CC=C(C=C1)[N+](=O)[O-])=O)C=O)C#N (E)-4-(2-(3-(dicyanomethyl)-5,5-dimethylcyclohex-1-en-1-yl) vinyl)-2-formylphenyl-4-nitrobenzoate